(2-chloro-4-fluoro-phenyl)methanamine ClC1=C(C=CC(=C1)F)CN